6-bromo-2-fluoro-pyridine-3-carboxamide BrC1=CC=C(C(=N1)F)C(=O)N